Menthadien C1(=CC=C(CC1)C(C)C)C